(3-acetyl-5-(2-(trifluoromethyl)pyrazolo[1,5-a]pyrimidin-6-yl)-1H-indazol-1-yl)acetic acid C(C)(=O)C1=NN(C2=CC=C(C=C12)C=1C=NC=2N(C1)N=C(C2)C(F)(F)F)CC(=O)O